C(CC1=C(C(=O)[O-])C=CC(=C1)N1NC1)C1=C(C(=O)[O-])C=CC(=C1)N1NC1 ethane-1,2-diylbis(4-diaziridinylbenzoate)